3H-imidazole 8-(5-chloro-2-hydroxybenzoamido)octanoate ClC=1C=CC(=C(C(=O)NCCCCCCCC(=O)O)C1)O.N1=CNC=C1